The molecule is a hydroxy fatty acyl-CoA that results from the formal condensation of the thiol group of coenzyme A with the carboxy group of 2-hydroxy-3-methylundecanoic acid. It is a hydroxy fatty acyl-CoA, a medium-chain fatty acyl-CoA and a methyl-branched fatty acyl-CoA. It is a conjugate acid of a 2-hydroxy-3-methylundecanoyl-CoA(4-). CCCCCCCCC(C)C(C(=O)SCCNC(=O)CCNC(=O)[C@@H](C(C)(C)COP(=O)(O)OP(=O)(O)OC[C@@H]1[C@H]([C@H]([C@@H](O1)N2C=NC3=C(N=CN=C32)N)O)OP(=O)(O)O)O)O